CC=1C2=C(C=NC1)N=CN2 7-methyl-1H-imidazo[4,5-c]pyridine